N-(2-chloro-6-methylphenyl)-2-(methoxymethyl)-6-({[2-(trifluoromethyl)phenyl]carbonyl}amino)-1H-benzoimidazole-4-carboxamide ClC1=C(C(=CC=C1)C)NC(=O)C1=CC(=CC=2NC(=NC21)COC)NC(=O)C2=C(C=CC=C2)C(F)(F)F